COCC1CCCC1=O 5-(methoxymethyl)cyclopentan-1-one